ethyl 4-(sec-butoxy)benzoate C(C)(CC)OC1=CC=C(C(=O)OCC)C=C1